COC1=CC=C2C(=CNC(C2=C1)=O)C(=O)N1CCCCC1 7-methoxy-4-(piperidine-1-carbonyl)-1,2-dihydroisoquinolin-1-one